C(CCCC)C=CC=C 1-pentyl-1,3-butadiene